Cl.C1(CCC1)SCC1(CCNCC1)O 4-((cyclobutylthio)methyl)piperidin-4-ol hydrochloride